ClC=1C=C(C=C2C(=C(C=NC12)C#N)N[C@H](CC)C1=CC=CC=C1)N[C@@H](C=1C(=NC=CC1)C)C=1N=NN(C1)C(C)C 8-chloro-6-(((S)-(1-isopropyl-1H-1,2,3-triazol-4-yl)(2-methylpyridin-3-yl)methyl)amino)-4-(((R)-1-phenylpropyl)amino)quinoline-3-carbonitrile